4-bromo-2-methoxy-N-(methylsulfonyl)benzamide BrC1=CC(=C(C(=O)NS(=O)(=O)C)C=C1)OC